BrCC1=CC2=C(OC(O2)(F)F)C=C1 5-(Bromomethyl)-2,2-difluorobenzo[d][1,3]dioxole